[1-[6-(4-butoxycarbonyloxybenzoyl)-9-ethyl-carbazole-3-carbonyl]hexylideneamino] acetate C(C)(=O)ON=C(CCCCC)C(=O)C=1C=CC=2N(C3=CC=C(C=C3C2C1)C(C1=CC=C(C=C1)OC(=O)OCCCC)=O)CC